6-chloro-3-(2-methoxyethyl)-7-methyl-3,4-dihydro-1H-benzo[c][1,2,6]thiadiazine 2,2-dioxide ClC1=CC2=C(NS(N(C2)CCOC)(=O)=O)C=C1C